BrC=1C=CC2=C(C3=C(C(OC(=N3)C=3N(N=C(C3)OCC(F)(F)F)C3=NC=CC=C3Cl)=O)C=C2C1)Br 7,10-Dibromo-2-[2-(3-chloro-2-pyridyl)-5-(2,2,2-trifluoro-ethoxy)pyrazol-3-yl]benzo[g][3,1]benzoxazin-4-one